NC=1C=C(C=C(C1)C(F)(F)F)C(C)(C)NC(OC(C)(C)C)=O tert-butyl (2-(3-amino-5-(trifluoromethyl)phenyl)propan-2-yl)carbamate